C(C)(=O)OCCCCCCCCCC\C=C\CC (E)-11-Tetradecenyl acetate